(heptyloxy)propane-1,2-diol C(CCCCCC)OC(C(C)O)O